P(=O)(OCCCCCCSSCCCCCCO)([O-])[O-] 6-hydroxyhexyldithiohexyl phosphate